1-((2S,5R)-5-((7H-pyrrolo[2,3-d]pyrimidin-4-yl)amino)-2-methylpiperidin-1-yl)propan-1-one N1=CN=C(C2=C1NC=C2)N[C@@H]2CC[C@@H](N(C2)C(CC)=O)C